Cl.NCC1N(CCC2=CC=C(C=C12)C1=NNC=2C1=NN(C(C2)=O)C2=C(C=CC=C2C)F)C 3-(1-(aminomethyl)-2-methyl-1,2,3,4-tetrahydroisoquinolin-7-yl)-5-(2-fluoro-6-methylphenyl)-1H-pyrazolo[4,3-c]pyridazin-6(5H)-one hydrochloride